3-Fluoro-5-[rac-(3S)-3-methyl-2,3,4,5-tetrahydropyridin-6-yl]pyridine tert-Butyl-rac-(3S)-6-(5-fluoro-3-pyridyl)-3-methyl-3,4-dihydro-2H-pyridine-1-carboxylate C(C)(C)(C)OC(=O)N1C[C@H](CC=C1C=1C=NC=C(C1)F)C.FC=1C=NC=C(C1)C=1CC[C@@H](CN1)C |r|